ClC1=CC(=C(C2=C1OC(O2)(C)C2CCC(CC2)N2CC(C2)OC)C)C(=O)O 7-chloro-2-(4-(3-methoxyazetidin-1-yl)cyclohexyl)-2,4-dimethylbenzo[d][1,3]dioxole-5-carboxylic acid